CC1=C(NC2=CC=CC=C12)C1NC2=CC=CC=C2C(N1)=O 2-(3-methyl-indol-2-yl)-2,3-dihydroquinazolin-4(1H)-one